N-[(4-bromopyridin-2-yl)methyl]cyclopropanecarboxamide BrC1=CC(=NC=C1)CNC(=O)C1CC1